mesyloxyacetic acid S(=O)(=O)(C)OCC(=O)O